ClC=1C(=NC(=NC1)NC1=C(C=C(C(=O)NC2=CC(=CC=C2)OC)C=C1)OC)C=1C=NN(C1)C(C)C 4-((5-chloro-4-(1-isopropyl-1H-pyrazol-4-yl)pyrimidin-2-yl)amino)-3-methoxy-N-(3-methoxyphenyl)benzamide